(2-(4-vinylphenyl)propyl)boric acid C(=C)C1=CC=C(C=C1)C(COB(O)O)C